5-chloro-3-methyl-N-methylbenzamide ClC=1C=C(C=C(C(=O)NC)C1)C